COC1=C(C=CC=C1)C(C)(C)NC([C@@H](CN1CCCC1)C)=O (R)-N-(2-(2-methoxyphenyl)propan-2-yl)-2-methyl-3-(pyrrolidin-1-yl)propionamide